(2S,5R)-N-{[(2R,4R)-4-Hydroxymethyl-pyrrolidin-2-yl]methyloxy}-7-oxo-6-(sulfooxy)-1,6-diazabicyclo[3.2.1]octane-2-carboxamide OC[C@@H]1C[C@@H](NC1)CONC(=O)[C@H]1N2C(N([C@H](CC1)C2)OS(=O)(=O)O)=O